methyl 5-(N-tert-butoxycarbonyl-S-methyl-sulfonimidoyl)pyridine-2-carboxylate C(C)(C)(C)OC(=O)N=S(=O)(C)C=1C=CC(=NC1)C(=O)OC